(+-)-3-methyl-4-cyclopentadecen-2-one C[C@H]1C(CCCCCCCCCCCC=C1)=O |r|